3-amino-4-(3-hydroxyphenyl)-6-phenyl-1H-benzo[h]quinolin-2-one NC=1C(NC2=C3C(=C(C=C2C1C1=CC(=CC=C1)O)C1=CC=CC=C1)C=CC=C3)=O